2-(3-{[morpholin-3-yl]methoxy}pyridin-4-yl)-3-phenyl-1H-pyrrolo[3,2-b]pyridine N1C(COCC1)COC=1C=NC=CC1C1=C(C2=NC=CC=C2N1)C1=CC=CC=C1